(dimethylcarbamoyl)-2-picolinic acid methyl ester COC(C1=NC=CC=C1C(N(C)C)=O)=O